(E)-3-(2,6-dichloro-3,5-dimethoxyphenyl)-1-(1-(4-(dimethylamino)-but-2-enoyl)piperidin-4-yl)-7-((4-methoxyphenyl)amino)-3,4-dihydro-pyrimido[4,5-d]pyrimidin-2(1H)-one ClC1=C(C(=C(C=C1OC)OC)Cl)N1C(N(C2=NC(=NC=C2C1)NC1=CC=C(C=C1)OC)C1CCN(CC1)C(\C=C\CN(C)C)=O)=O